3-cyclopropyl-9-fluoro-N-(2-methylpropyl)-8,9-dihydro-7H-cyclopenta[h]isoquinoline-5-sulfonamide C1(CC1)C=1N=CC=2C3=C(C=C(C2C1)S(=O)(=O)NCC(C)C)CCC3F